(1S,3R)-3-(3-(thiazolo[5,4-c]pyridin-4-ylamino)-1H-pyrazol-5-yl)cyclopentyl isopropylcarbamate C(C)(C)NC(O[C@@H]1C[C@@H](CC1)C1=CC(=NN1)NC1=NC=CC2=C1SC=N2)=O